1-(5-bromothiophen-2-yl)-2,2,2-trifluoroethan-1-ol BrC1=CC=C(S1)C(C(F)(F)F)O